N1=CN=C2NC=NC2=C1C=1C(=NC=CC1)NC=1C=CC(=C(C(=O)NC2=CC(=C(C=C2)F)F)C1)F 5-(3-(9H-purin-6-yl)pyridin-2-ylamino)-N-(3,4-difluorophenyl)-2-fluorobenzamide